O[C@@H]([C@H]([C@H](NC1=NC=CC=C1)C1=C(C=CC=C1)NC(CCCCCCCCCC)=O)C1=NC=CC=C1)C1=CC=CC=C1 N-{2-[(1S,2R,3S)-3-hydroxy-3-phenyl-2-(2-pyridyl)-1-(2-pyridylamino)propyl]phenyl}undecanamide